(S,E)-(4-(Benzo[d][1,3]dioxolan-4-yl)phenyl)(2-(hydroxymethyl)-4-(methoxyimino)pyrrolidin-1-yl)methanone O1COC2=C1C=CC=C2C2=CC=C(C=C2)C(=O)N2[C@@H](C\C(\C2)=N/OC)CO